(1R,5s)-tert-butyl 3-(7-bromo-6-chloro-8-fluoro-2-(((2r,7as)-2-fluorohexahydro-1H-pyrrolizin-7a-yl) methoxy) quinazolin-4-yl)-3,8-diazabicyclo[3.2.1]octane-8-carboxylate BrC1=C(C=C2C(=NC(=NC2=C1F)OC[C@]12CCCN2C[C@@H](C1)F)N1C[C@H]2CC[C@@H](C1)N2C(=O)OC(C)(C)C)Cl